BrC1=C(C(=O)N)C(=CC(=C1)Br)F 2,4-dibromo-6-fluorobenzamide